2,6-dibromo-4-(pyrrolidin-1-ylmethyl)pyridine BrC1=NC(=CC(=C1)CN1CCCC1)Br